ClC=1C=CC2=C(NC(=N2)[C@H]2N(CCC3=C2N=CN3)C(=O)C3=NOC=C3)C1 (S)-(4-(6-chloro-1H-benzo[d]imidazol-2-yl)-6,7-dihydro-1H-imidazo[4,5-c]pyridin-5(4H)-yl)(isoxazol-3-yl)methanone